NC=1C=C(C(=O)O)C(=CN1)F 2-amino-5-fluoro-isonicotinic acid